ClC1=NC(=NC(=N1)C1=CC=CC=C1)C1=C(C=CC=C1)C=1C=CC=2C3(C4=CC=CC=C4C2C1)CCCCC3 2-chloro-4-phenyl-6-(2-(spiro[cyclohexane-1,9'-fluoren]-3'-yl)phenyl)-1,3,5-triazine